NCCC(CCCCCC(CCC)N)N 1,3,9-triaminododecane